CS(=O)(=O)N1CCC1 1-(methylsulfonyl)azetidine